2-methoxy-1,3-diacetylbenzene COC1=C(C=CC=C1C(C)=O)C(C)=O